C(#N)C1=C(NC(NC1=O)=S)/C=C/C1=CC=CC2=C1C=C(O2)C(=O)O (E)-4-(2-(5-cyano-6-oxo-2-thioxo-1,2,3,6-tetrahydropyrimidin-4-yl)vinyl)benzofuran-2-carboxylic acid